ClC=1C=C(C=C2C(=C(C=NC12)C#N)NC1=CC(=C(C=C1)F)Cl)N[C@H](C=1N=NN(C1)C1CCN(CC1)CC)C=1SC=CC1Cl (R)-8-chloro-4-((3-chloro-4-fluorophenyl)amino)-6-(((3-chlorothiophen-2-yl)(1-(1-ethylpiperidin-4-yl)-1H-1,2,3-triazol-4-yl)methyl)amino)quinoline-3-carbonitrile